NCC=1C=C(C=CC1)C1CN(C1)C(=O)OC(C)(C)C tert-butyl 3-[3-(aminomethyl)phenyl]azetidine-1-carboxylate